C12CNCC2C1CNC(OC(C)(C)C)=O exo-tert-butyl ((3-azabicyclo[3.1.0]hexan-6-yl)methyl)carbamate